4-amino-6'-bromo-2',3'-dihydrospiro[cyclohexane-1,5'-indeno[5,6-b]furan]-4-carboxylic acid NC1(CCC2(C(=CC3=CC=4OCCC4C=C23)Br)CC1)C(=O)O